C(C)OC(=O)C=1C=NN(C1)CC=1N=NC(=CC1)N1CC2CC2C1 1-[(6-{3-azabicyclo[3.1.0]hex-3-yl}pyridazin-3-yl)methyl]-1H-pyrazole-4-carboxylic acid ethyl ester